O1C=CC=2C(=NC=CC21)C2=CC=C(C(=O)NC[C@@H]1C[C@H](C1)O)C=C2 4-(furo[3,2-c]pyridin-4-yl)-N-[(trans-3-hydroxycyclobutyl)methyl]benzamide